CN1CC2=C(C3=C(C1=O)C=NC=C3)C=C(C=C2)C=2C(=NC=CC2)C 6-Methyl-10-(2-methyl-pyridin-3-yl)-6,7-dihydro-3,6-diaza-dibenzo[a,c]cyclohepten-5-one